C(#N)[C@H](C[C@H]1C(NCCC1)=O)NC(=O)[C@@H]1N(C[C@H]2[C@@H]1CC(C2)(F)F)C(=O)C=2NC1=C(C(=CC(=C1C2)F)Cl)F (1R,3aR,6aS)-N-((S)-1-cyano-2-((S)-2-oxopiperidin-3-yl)ethyl)-2-(4,7-difluoro-6-chloro-1H-indole-2-carbonyl)-5,5-difluorooctahydrocyclopenta[c]pyrrole-1-carboxamide